m-hydroxybenzoic acid OC=1C=C(C(=O)O)C=CC1